(R)-2-amino-5-methoxy-5-oxopentanoic acid N[C@@H](C(=O)O)CCC(=O)OC